4-(2-hydroxypropan-2-yl-1,1,1,3,3,3-d6)furan-2-sulfonimidamide OC(C([2H])([2H])[2H])(C([2H])([2H])[2H])C=1C=C(OC1)S(=O)(N)=N